FC1(CN(CCC1)CC[C@@H](CC(=O)O)NC(=O)C1=NN(C(=C1)C1=C(C=CC=C1)C(F)(F)F)C=1SC=C(N1)C)F (3S)-5-(3,3-difluoropiperidin-1-yl)-3-{[1-(4-methyl-1,3-thiazol-2-yl)-5-[2-(trifluoromethyl)phenyl]-1H-pyrazol-3-yl]formamido}pentanoic acid